ClC1=CC=2C(OCCOC=3C=C(C=CC3C3=CC=C(C(NS(C(=C1O)C2)(=O)=O)=C3)F)F)=O 15-chloro-5,21-difluoro-16-hydroxy-18,18-dioxo-8,11-dioxa-18λ6-thia-19-azatetracyclo[18.3.1.113,17.02,7]pentacosa-1(23),2(7),3,5,13(25),14,16,20(24),21-nonaen-12-one